4-((E)-3-((3-((4-((E)-3-(4-acetoxy-3-methoxyphenyl) acrylamido) butyl) amino) propyl) amino)-3-oxopropen-1-yl)-2-methoxyphenylacetate C(C)(=O)OC1=C(C=C(C=C1)/C=C/C(=O)NCCCCNCCCNC(/C=C/C1=CC(=C(C=C1)CC(=O)[O-])OC)=O)OC